((1-methyl-1H-indol-3-yl)(4-methyl)phenyl)trifluorophosphonium triflate [O-]S(=O)(=O)C(F)(F)F.CN1C=C(C2=CC=CC=C12)C1=C(C=CC(=C1)C)[P+](F)(F)F